2-(4-cyano-3-fluorophenyl)-N-(1,3-dihydroxypropan-2-yl)-2-(2,5-dioxoimidazolidin-1-yl)acetamide C(#N)C1=C(C=C(C=C1)C(C(=O)NC(CO)CO)N1C(NCC1=O)=O)F